cetyl-triethylammonium C(CCCCCCCCCCCCCCC)[N+](CC)(CC)CC